NC1=C(C(=CC=C1)F)C=1C=C2N(C(C(N(C2=CC1Cl)CC1CNC1)=O)=O)C1=C(C=CC=C1C)C(C)C 6-(2-amino-6-fluorophenyl)-1-(azetidin-3-ylmethyl)-7-chloro-4-(2-isopropyl-6-methylphenyl)-1,4-dihydroquinoxalin-2,3-dione